C(C)C1=C(C(=NN1C)C(=O)OCC)C=C ethyl 5-ethyl-1-methyl-4-vinyl-pyrazole-3-carboxylate